O=C(C)CCC(CCC(CCC(CCC(CCC(CCC(CCC(CCO)=O)=O)=O)=O)=O)=O)=O 2,5,8,11,14,17,20,23-octaoxopentacosan-25-ol